C(C)(C)(C)OC(=O)N1CCC(CC1)C#CC(=O)OC(C)C 4-(3-Isopropoxy-3-oxoprop-1-yn-1-yl)piperidine-1-carboxylic acid tert-butyl ester